((1-cyclopropyl-3-phenyl-1H-pyrazol-4-yl)oxy)-N-(1-((3-methyloxetan-3-yl)methyl)-1H-pyrazol-4-yl)pyridin-2-amine C1(CC1)N1N=C(C(=C1)OC=1C(=NC=CC1)NC=1C=NN(C1)CC1(COC1)C)C1=CC=CC=C1